Rac-N-(6-(1-cyanospiro[2.2]pentan-1-yl)isoquinolin-3-yl)-2-(4-isopropylmorpholin-2-yl)acetamide C(#N)C1(CC12CC2)C=2C=C1C=C(N=CC1=CC2)NC(CC2CN(CCO2)C(C)C)=O